3-fluoro-1-(4-fluoro-2-(1-hydroxyethyl)phenyl)-1H-pyrazol FC1=NN(C=C1)C1=C(C=C(C=C1)F)C(C)O